[2H]C(N1NC=CC=C1)([2H])[2H] N-trideuteromethylpyridazine